C(N)(=O)[C@H](CCN(C)C)NC(=O)C1=C(C=C2C=NN(C2=C1)CC(C)C)OC1=C(C=C(C=C1)F)F (S)-5-(2,4-difluorophenoxy)-1-isobutyl-1H-indazole-6-carboxylic acid (1-carbamoyl-3-dimethylaminopropyl)amide